2-((1R,5S,6S)-3-(2-((S)-2-methylazetidin-1-yl)-6,7-dihydro-5H-cyclopenta[d]pyrimidin-4-yl)-3-azabicyclo[3.1.1]heptan-6-yl)acetic acid C[C@@H]1N(CC1)C=1N=C(C2=C(N1)CCC2)N2C[C@H]1C([C@@H](C2)C1)CC(=O)O